trifluoromethyloxypropyl sulfate S(=O)(=O)(OCCCOC(F)(F)F)[O-]